ethyl 2-(4-(6-fluoro-1-methyl-1H-indazol-7-yl)cyclohex-3-en-1-yl)acetate FC1=CC=C2C=NN(C2=C1C1=CCC(CC1)CC(=O)OCC)C